Cl\C(=C/[C@@H]1C([C@@H]1C(=O)OCC=1C(=C(C=CC1)C1=CC=CC=C1)C)(C)C)\C(F)(F)F 2-methylbiphenyl-3-ylmethyl (Z)-(1RS)-cis-3-(2-chloro-3,3,3-trifluoroprop-1-enyl)-2,2-dimethylcyclopropanecarboxylate